CNCCCCN N-methylbutane-1,4-diamine